(5-chloro-2-fluorophenyl)(piperidin-4-yl)methanone ClC=1C=CC(=C(C1)C(=O)C1CCNCC1)F